tert-Butyl (3R)-4-(10-hydroxy-10-((5-(methylthio)-2-oxo-4-phenylpyridin-1(2H)-yl)methyl)-7-azaspiro[4.5]decane-7-carbonyl)-3-phenylpiperazine-1-carboxylate OC1(CCN(CC12CCCC2)C(=O)N2[C@@H](CN(CC2)C(=O)OC(C)(C)C)C2=CC=CC=C2)CN2C(C=C(C(=C2)SC)C2=CC=CC=C2)=O